3-(1-methyl-1H-pyrazol-4-yl)-6-quinoxalinamine CN1N=CC(=C1)C=1C=NC2=CC=C(C=C2N1)N